1-[2-(2-{1-methyl-1-[2-(pyridin-2-sulfonyl)ethoxy]-ethyl}-phenoxy)-pyridin-3-yl]-3-(4-trifluoromethoxy-phenyl)-urea CC(C)(OCCS(=O)(=O)C1=NC=CC=C1)C1=C(OC2=NC=CC=C2NC(=O)NC2=CC=C(C=C2)OC(F)(F)F)C=CC=C1